2,7-Diazapyren C1=NC=C2C=CC3=CN=CC4=CC=C1C2=C34